N-(2-triethoxysilyl-ethyl)-[1,3,5]triazine-2,4,6-triamine C(C)O[Si](CCNC1=NC(=NC(=N1)N)N)(OCC)OCC